N-[(2,6-difluorophenyl)methyl]-N'-(2-pyridinylmethyl)-N-(6,7,8,9-tetrahydro-5H-cyclohepta[b]pyridin-9-yl)-1,4-benzenedimethanamine FC1=C(C(=CC=C1)F)CN(CC1=CC=C(C=C1)CNCC1=NC=CC=C1)C1CCCCC=2C1=NC=CC2